C(C)(C)(C)C=1C=CC=2CN[SH4]C=3C=CC=C(NC(CC[C@H]4CC(N(C2N1)C4)(C)C)C4=NC=CC=C4)N3 (14S)-8-tert-Butyl-12,12-dimethyl-17-(pyridin-2-yl)-2λ6-thia-3,9,11,18,23-pentaazatetracyclo[17.3.1.111,14.05,10]tetracosa-1(23),5(10),6,8,19,21-hexaene